FC=1C=CC(=C(C(=O)NC=2C(=NC(=CC2)OC)C)C1)NC1=C(C=C(C=C1)F)C 5-fluoro-2-((4-fluoro-2-methylphenyl)amino)-N-(6-methoxy-2-methylpyridin-3-yl)benzamide